Morphinen C1C[C@H]2[C@H]3CC4=CC=CC=C4[C@@]2(CCN3)C=C1